5-(2-(3,4-Dimethoxyphenyl)-3-isopropyl-1H-indole-5-carbonyl)hexahydropyrrolo[3,4-c]pyrrole-2(1H)-carboxylic acid tert-butyl ester C(C)(C)(C)OC(=O)N1CC2CN(CC2C1)C(=O)C=1C=C2C(=C(NC2=CC1)C1=CC(=C(C=C1)OC)OC)C(C)C